N-[5-Methyl-2-(5-morpholin-4-yl-3,4'-bipyridin-2'-yl)-1H-imidazol-4-yl]pyridazin-4-amin CC1=C(N=C(N1)C1=NC=CC(=C1)C=1C=NC=C(C1)N1CCOCC1)NC1=CN=NC=C1